BrC=1C=C(C=CC1OC)N1C(CC1)=O 1-(3-bromo-4-methoxyphenyl)azetidin-2-one